FC1=C(C=C(C(=C1)C)C1=NC=CC=N1)NC(=O)N1[C@H]2C[C@H](C[C@@]1(C2)C2=NC(=NO2)C)C (1R,3R,5S)-N-(2-fluoro-4-methyl-5-(pyrimidin-2-yl)phenyl)-3-methyl-1-(3-methyl-1,2,4-oxadiazol-5-yl)-6-azabicyclo[3.1.1]heptane-6-carboxamide